SC1=C(C=CC=C1)OC#N (2-mercaptophenyl)cyanic acid